NC1=C(C#N)C=CC(=N1)C amino-6-methylnicotinonitrile